C(C)(C)C1=C(OC=2C=CC(=C(C(=O)N)C2)C2CN(CC2)C(=O)C2=NC(=CC=C2)C)C=CC=C1 5-(2-isopropylphenoxy)-2-(1-(6-methylpyridinoyl)pyrrolidin-3-yl)benzamide